1,4-dipyrenyl-benzene C1(=CC=C2C=CC3=CC=CC4=CC=C1C2=C34)C3=CC=C(C=C3)C3=CC=C4C=CC2=CC=CC1=CC=C3C4=C21